3-[6-[4-[(3-aminocyclobutyl)methyl]piperazin-1-yl]-1-methyl-indazol-3-yl]piperidine-2,6-dione NC1CC(C1)CN1CCN(CC1)C1=CC=C2C(=NN(C2=C1)C)C1C(NC(CC1)=O)=O